2-(4-((3'R,4'S,5'R)-6''-chloro-4'-(2-chloro-3-fluoropyridin-4-yl)-4,4-dimethyl-2''-oxodispiro[cyclohexane-1,2'-pyrrolidine-3',3''-indoline]-5'-carboxamido)piperidin-1-yl)acetic acid ClC1=CC=C2[C@@]3(C(NC2=C1)=O)C1(N[C@H]([C@@H]3C3=C(C(=NC=C3)Cl)F)C(=O)NC3CCN(CC3)CC(=O)O)CCC(CC1)(C)C